C(C)OC(=O)C=1C(=NC(=NC1)C1=CC=C(C=C1)OCCC(C)(C)C)C.FCC(=O)NCC1(CC1)CO 2-fluoro-N-((1-(hydroxymethyl)cyclopropyl)methyl)acetamide ethyl-2-(4-(3,3-dimethylbutoxy)phenyl)-4-methylpyrimidine-5-carboxylate